tert-Butyl 1-((3,5-dichloro-4-(3,6-dihydro-2H-pyran-4-yl)phenyl)carbamoyl)-6-(methylsulfonyl)-3,4-dihydroisoquinoline-2(1H)-carboxylate ClC=1C=C(C=C(C1C=1CCOCC1)Cl)NC(=O)C1N(CCC2=CC(=CC=C12)S(=O)(=O)C)C(=O)OC(C)(C)C